2-(3,4-dihydroxy-5-methoxyphenyl)-N-methyl-1H-benzo[d]imidazole-5-sulfonamide OC=1C=C(C=C(C1O)OC)C1=NC2=C(N1)C=CC(=C2)S(=O)(=O)NC